[Se](CC(=O)NCC1=CC=CC=C1)CC(=O)NCC1=CC=CC=C1 2,2'-seleno-bis(N-benzylacetamide)